C(C)(C)(C)OC(=O)N(C1CCN(CC1)C1=CC=CC=2N(C[C@H](OC21)C)C(=O)OCC2=CC=CC=C2)C benzyl (2R)-8-[4-[tert-butoxycarbonyl(methyl)amino]-1-piperidyl]-2-methyl-2,3-dihydro-1,4-benzoxazine-4-carboxylate